C(C)OC(=O)C1=CC2=CC=CC=C2CC1 ethyl-3,4-dihydronaphthalene-2-carboxylate